CO[Si](C)(CCCC1CNCCN1)OC 3-piperazinylpropylmethyldimethoxysilane